BrC=1C=CC(=C(C(=O)OC)C1)OCCC[C@@H](C)N1C(=NN=C1)C1=NC(=CC=C1)NC=O |r| rac-Methyl 5-bromo-2-((4-(3-(6-formamidopyridin-2-yl)-4H-1,2,4-triazol-4-yl)pentyl)oxy)benzoate